OC1(CC(C1)CC(=O)O)C 2-((1r,3r)-3-Hydroxy-3-methylcyclobutyl)acetic acid